6-(1-(4-fluoro-4-methylpiperidin-1-yl)ethyl)-2-(3-(3-((4-methyl-4H-1,2,4-triazol-3-yl)methyl)oxetan-3-yl)phenyl)-4-(trifluoromethyl)isoindolin-1-one FC1(CCN(CC1)C(C)C1=CC(=C2CN(C(C2=C1)=O)C1=CC(=CC=C1)C1(COC1)CC1=NN=CN1C)C(F)(F)F)C